(2,3-dihydro-1H-pyrrolo[3,4-c]pyridin-6-yl)methyl (1S,3S,5S)-5-methyl-2-((4-phenoxybutanoyl)glycyl)-2-azabicyclo[3.1.0]hexane-3-carboxylate C[C@@]12C[C@H](N([C@H]2C1)C(CNC(CCCOC1=CC=CC=C1)=O)=O)C(=O)OCC1=CC2=C(C=N1)CNC2